6-fluoro-N-((3R,4R)-3-fluoro-1-(oxetan-3-yl)piperidin-4-yl)-4-methoxy-5-(1-(2,2,2-trifluoroethyl)-1H-benzo[d][1,2,3]triazol-6-yl)pyrrolo[2,1-f][1,2,4]triazin-2-amine FC=1C(=C2C(=NC(=NN2C1)N[C@H]1[C@@H](CN(CC1)C1COC1)F)OC)C=1C=CC2=C(N(N=N2)CC(F)(F)F)C1